2-aminoethyl-acetic acid NCCCC(=O)O